COC=1C=C(C=C(C1)OC)N1C(N(C2=C(C1)C=NC(=N2)NC2=CC=C(C=C2)N2CCN(CC2)CC(=O)OC(C)(C)C)CC2=CC=C(C=C2)[N+](=O)[O-])=O tert-Butyl 2-(4-(4-((6-(3,5-dimethoxyphenyl)-8-(4-nitrobenzyl)-7-oxo-5,6,7,8-tetrahydropyrimido[4,5-d]pyrimidin-2-yl)amino)phenyl)piperazin-1-yl)acetate